Trans-(4-methylcyclohexyl)methanol C[C@@H]1CC[C@H](CC1)CO